3-(2,3,5,6-tetrachloroanilino)-2-(2,6-dimethoxyphenoxy)-1,4-difluoroanthraquinone ClC1=C(NC=2C(=C(C=3C(C4=CC=CC=C4C(C3C2F)=O)=O)F)OC2=C(C=CC=C2OC)OC)C(=C(C=C1Cl)Cl)Cl